[C@H]12CN(C[C@H](CC1)N2)C=2C1=C(N=C(N2)C#C[C@]23CCCN3C[C@@H](C2)F)C(=C(N=C1)C1=CC(=CC2=CC=C(C(=C12)CC)F)O)F 4-(4-((1R,5S)-3,8-diazabicyclo[3.2.1]octan-3-yl)-8-fluoro-2-(((2R,7aS)-2-fluorotetrahydro-1H-pyrrolizin-7a(5H)-yl)ethynyl)pyrido[4,3-d]pyrimidin-7-yl)-5-ethyl-6-fluoronaphthalen-2-ol